C(C)S(=O)(=O)NC1=C(C=C(C=C1)C1=C2C(=NC(=C1)NC(C)=O)NC=C2)F N-(4-(4-(ethylsulfonylamino)-3-fluorophenyl)-1H-pyrrolo[2,3-b]pyridin-6-yl)acetamide